5-chloro-4-(4-chloro-1-methyl-1H-pyrazol-5-yl)thiophene-2-Formic acid ClC1=C(C=C(S1)C(=O)O)C1=C(C=NN1C)Cl